C(CCCCCC\C=C\C=C\C)=O (E,E)-8,10-dodecadienal